N-[5-[1-(Cyclopropylmethyl)pyrazol-4-yl]-4-fluoro-2-methylphenyl]-6-methylpyrazolo[1,5-a]pyridine-3-carboxamide C1(CC1)CN1N=CC(=C1)C=1C(=CC(=C(C1)NC(=O)C=1C=NN2C1C=CC(=C2)C)C)F